[1-[4-[Methyl(tetrahydropyran-4-yl)amino]-5-oxido-6,7-dihydrothieno[3,2-d]pyrimidin-5-ium-2-yl]azetidin-3-yl]-3-methylsulfonylpropanoat CN(C=1C2=C(N=C(N1)N1CC(C1)OC(CCS(=O)(=O)C)=O)CC[S+]2[O-])C2CCOCC2